(di-tert-butyl-(4-(N,N-dimethylamino)phenyl)phosphine) palladium [Pd].C(C)(C)(C)P(C1=CC=C(C=C1)N(C)C)C(C)(C)C